1,3,11-dodecenetriol O1-tert-butyl-O2-methyl-(2S)-4-methyl-5-oxo-pyrrolidine-1,2-dicarboxylate C(C)(C)(C)[C@]1(N(C(C(C1)C)=O)C(=O)OC=CC(CCCCCCCC(C)O)O)C(=O)OC